5-(Methylamino)-6-(3-methylimidazo[4,5-c]pyridin-7-yl)-3-[4-[2-(4-methylpiperazin-1-yl)ethyl]anilino]pyrazin-2-carboxamid CNC=1N=C(C(=NC1C=1C2=C(C=NC1)N(C=N2)C)C(=O)N)NC2=CC=C(C=C2)CCN2CCN(CC2)C